FC=1C(=NC=C(C1C)F)C(C)(C)NC(=O)[C@@H]1CN[C@@H](CO1)CO (2S,5R)-N-(2-(3,5-difluoro-4-methylpyridin-2-yl)propan-2-yl)-5-(hydroxymethyl)morpholine-2-carboxamide